ethyl 2-(2-((5-bromobenzofuran-3-yl)methoxy)-3-methoxyphenyl)acetate BrC=1C=CC2=C(C(=CO2)COC2=C(C=CC=C2OC)CC(=O)OCC)C1